2-[6-[(4-cyclopropylsulfonylphenyl)methyl]-2-azaspiro[3.3]heptane-2-carbonyl]-2,5-diazaspiro[3.5]nonan-6-one C1(CC1)S(=O)(=O)C1=CC=C(C=C1)CC1CC2(CN(C2)C(=O)N2CC3(C2)NC(CCC3)=O)C1